FC=1C=C(C=CC1C)[C@@H](CC)N=C=O (R)-(+)-1-(3-fluoro-4-methylphenyl)propyl isocyanate